FC(CO)(C)F 2,2-difluoro-propan-1-ol